3,6-dimethyl-cyclohex-3-en-1-ol CC=1CC(C(CC1)C)O